13-tridecyl-ethylene glycol CCCCCCCCCCCCCC(CO)O